C(#N)C=1C=C2C(=CNC2=CC1)C=1C=C(OC1)C(CCC(=O)O)=O 4-(4-(5-cyano-1H-indol-3-yl)furan-2-yl)-4-oxobutanoic acid